C(C=C)(=O)OC(CCCCCCC)O octanediol acrylate